5-(tert-butoxycarbonylamino)piperidine-3-carboxylic acid methyl ester COC(=O)C1CNCC(C1)NC(=O)OC(C)(C)C